azabenzophospholan P1NCC2=C1C=CC=C2